FC1(CC(CC1)N)F 3,3-difluorocyclopentane-1-amine